COC(=O)N1CC(CC1)(C(=O)OC(C)(C)C)C1=C(C2=C(NC(=N2)[C@@H](NC(=O)C2=NON=C2C)C2CCC(CC2)(F)F)C=C1)F 3-(2-{(S)-(4,4-Difluorocyclohexyl)[(4-methyl-1,2,5-oxadiazole-3-carbonyl)amino]methyl}-4-fluoro-1H-benzimidazol-5-yl)pyrrolidine-1,3-dicarboxylic acid 3-tert-butyl 1-methyl ester